4-[6-(4,4-difluoropiperidin-1-yl)-5-fluoropyridin-3-yl]-1,3-oxazole-2-carboxylic acid Ethyl-4-[6-(4,4-difluoropiperidin-1-yl)-5-fluoropyridin-3-yl]-1,3-oxazole-2-carboxylate C(C)OC(=O)C=1OC=C(N1)C=1C=NC(=C(C1)F)N1CCC(CC1)(F)F.FC1(CCN(CC1)C1=C(C=C(C=N1)C=1N=C(OC1)C(=O)O)F)F